tetramethyldisilylene(3-butyl-cyclopentadienyl)(4-phenyl-1,5,6,7-tetrahydro-s-indacenyl)zirconium dichloride [Cl-].[Cl-].C[Zr](C1C=CC2=C(C=3CCCC3C=C12)C1=CC=CC=C1)(C1C=C(C=C1)CCCC)(=[SiH2])(=[SiH2])(C)(C)C